CN1N=NC(=C1)C1=CC=C(C(=O)Cl)C=C1 4-(1-methyl-1H-1,2,3-triazol-4-yl)benzoyl chloride